N1=CC=C(C=C1)NC1=CC=NC2=CN=CC=C12 N-(pyridin-4-yl)-1,7-naphthyridin-4-amine